C1(=CC=CC=C1)C(C)N1C(=NC=C1)C(=O)OCC ethyl 1-(1-phenylethyl)-1H-imidazole-2-carboxylate